ClC1=NC=C(C(=N1)Cl)N 2,4-DICHLORO-5-AMINOPYRIMIDINE